CN1C=[N+](C=C1)CCCCCCCC 1-Methyl-3-octylimidazolium